fluoro-12-oxo-6a,7,9,10-tetrahydro-6H-pyrazino[2,1-c]pyrido[3,4-f][1,4]oxazepin-8(12H)-carboxylic acid tert-butyl ester C(C)(C)(C)OC(=O)N1CC2COC3=C(C(N2CC1)=O)C(=NC=C3)F